5-(benzylthio)-1-propyl-1H-1,2,3-triazole C(C1=CC=CC=C1)SC1=CN=NN1CCC